(S)-2-amino-3-(2,6-diisopropylphenoxycarbonyloxy)-propanoic acid mesylate salt S(C)(=O)(=O)O.N[C@H](C(=O)O)COC(=O)OC1=C(C=CC=C1C(C)C)C(C)C